di(henicosan-10-yl) 3,3'-(((1-(2-(dimethylamino)ethyl)-1H-pyrazol-4-yl)methyl)azanediyl)dipropionate CN(CCN1N=CC(=C1)CN(CCC(=O)OC(CCCCCCCCC)CCCCCCCCCCC)CCC(=O)OC(CCCCCCCCC)CCCCCCCCCCC)C